7-isobutyl-2-(((tetrahydro-2H-pyran-4-yl)thio)methyl)quinazolin-4(3H)-one C(C(C)C)C1=CC=C2C(NC(=NC2=C1)CSC1CCOCC1)=O